tert-butyl (3S)-3-({2-fluoro-6-[(2H3)methylcarbamoyl] pyridin-3-yl} oxy)-2-methylazetidine-1-carboxylate FC1=NC(=CC=C1O[C@@H]1C(N(C1)C(=O)OC(C)(C)C)C)C(NC([2H])([2H])[2H])=O